C12C(C3CC(CC(C1)C3)C2)NCCNC(=O)C2=NN(C(=C2C)C=2C=NC(=CC2)OC)C2=C(C=C(C=C2)Cl)Cl N-(2-((1r,3r,5r,7r)-adamantan-2-ylamino)ethyl)-1-(2,4-dichlorophenyl)-5-(6-methoxypyridin-3-yl)-4-methyl-1H-pyrazole-3-carboxamide